C(C)OC(=O)C1=C(C=C(C=C1)NC(CN1CCN(CC1)C1=C(C=C2C(C(=CN(C2=C1)C1=CC=C(C=C1)F)C(=O)O)=O)F)=O)O 7-(4-(2-((4-(Ethoxycarbonyl)-3-hydroxyphenyl)amino)-2-oxoethyl)piperazin-1-yl)-6-fluoro-1-(4-fluorophenyl)-4-oxo-1,4-dihydroquinoline-3-carboxylic acid